C(C)(C)(C)OC(=O)N1CC2(CN(C2)S(=O)(=O)N2C(=NC=C2)C)C1 2-(2-methylimidazol-1-yl)sulfonyl-2,6-diazaspiro[3.3]heptane-6-carboxylic Acid Tert-Butyl Ester